OCCC1=NC=CC=C1 2-(2-hydroxyethyl)pyridine